(2-(1-methyl-1H-pyrazol-3-yl)-4-(4-(trifluoromethyl)cyclohexyl)benzyl)acrylamide CN1N=C(C=C1)C1=C(CC(C(=O)N)=C)C=CC(=C1)C1CCC(CC1)C(F)(F)F